NCC1=CC(=C(C=C1)O)OC 4-(aminomethyl)-2-methoxyphenol